4-chloro-2-methyl-6-(3-morpholinobicyclo[1.1.1]pentan-1-yl)-2,6-dihydropyrido[3,4-d]pyridazine-1,7-dione ClC1=NN(C(C=2C1=CN(C(C2)=O)C21CC(C2)(C1)N1CCOCC1)=O)C